N[C@H](CN(C(N[C@@H](CC)C1=CC=CC=C1)=O)C1=CC=C(C=C1)C1=CC=C(C=C1)CCC)[C@H](CC)C 3-[(2S,3S)-2-Amino-3-methylpentyl]-1-[(1S)-1-phenylpropyl]-3-{4'-propyl-[1,1'-biphenyl]-4-yl}urea